C(C)(=O)N1CCC(CC1)NC1=CC(=NC(=N1)C=1C=CC2=C(N=CS2)C1)C(=O)O 6-((1-acetylpiperidin-4-yl)amino)-2-(benzo[d]thiazol-5-yl)pyrimidine-4-carboxylic acid